FC=1C(=NC=C(C1)F)CNC(=O)C1=CN=C(S1)N1CCC(CC1)N1CC(CCC1)CF N-[(3,5-difluoropyridin-2-yl)methyl]-2-[3-(fluoromethyl)[1,4'-bipiperidin]-1'-yl]-1,3-thiazole-5-carboxamide